BrC=1C=C(C=C(C1O)Br)C(=O)N1C2=C(OCC1)N(N=C2)C (3,5-dibromo-4-hydroxyphenyl)(1-methyl-5,6-dihydropyrazolo[3,4-b][1,4]oxazin-4(1H)-yl)methanone